C1(CC1)CN1N=C(C=2C1=NC=NC2)C 1-(cyclopropylmethyl)-3-methyl-1H-pyrazolo[3,4-d]pyrimidine